(2R)-2-methyl-2,3-dihydro-1H-pyrrolo[2,3-b]pyridine-5-carboxamide C[C@@H]1CC=2C(=NC=C(C2)C(=O)N)N1